[4-[[3-[4-(difluoromethoxy)phenyl]imidazo[1,2-a]pyrazin-8-yl]amino]-2-methylphenyl]-[4-[(2S,3R)-3-hydroxypyrrolidine-2-carbonyl]piperazin-1-yl]methanone FC(OC1=CC=C(C=C1)C1=CN=C2N1C=CN=C2NC2=CC(=C(C=C2)C(=O)N2CCN(CC2)C(=O)[C@H]2NCC[C@H]2O)C)F